COC1=CC=C(CN(S(=O)(=O)C2=C(C=C(CC=3C(=NN(C3CC3CC3)C=3SC=C(N3)C(=O)OCC)C3=CC=C(C=C3)F)C=C2F)F)CC2=CC=C(C=C2)OC)C=C1 ethyl 2-(4-(4-(N,N-bis(4-methoxybenzyl)sulfamoyl)-3,5-difluorobenzyl)-5-(cyclopropylmethyl)-3-(4-fluorophenyl)-1H-pyrazol-1-yl)thiazole-4-carboxylate